7-iodo-1H-pyrrolo[3,2-b]pyridine-5-carbonitrile IC1=C2C(=NC(=C1)C#N)C=CN2